CN(CCN(C1=C(C=C(C(=C1)OC)NC1=NC=CC(=N1)C1=CN(C2=CC=CC=C12)C)NC(C=C)=O)C)C N-(2-((2-(dimethylamino)ethyl)(methyl)amino)-4-methoxy-5-((4-(1-methyl-1H-indol-3-yl)pyrimidin-2-yl)amino)phenyl)acrylamide